C1(=CC=CC=C1)C=1N=C(SC1)NC(C1=CC=C(C=C1)C(F)(F)F)=O N-(4-phenyl-1,3-thiazol-2-yl)-4-(trifluoromethyl)benzamide